((S)-1-(((S)-1-cyclohexyl-2-((S)-3-methylpiperazin-1-yl)-2-oxoethyl)amino)-1-oxopropan-2-yl)(methyl)carbamic acid tert-butyl ester C(C)(C)(C)OC(N(C)[C@H](C(=O)N[C@H](C(=O)N1C[C@@H](NCC1)C)C1CCCCC1)C)=O